3-benzyl 1-(tert-butyl) (s)-4-((3-chloro-2,4-difluorophenyl)(methyl)carbamoyl)-2-oxoimidazolidine-1,3-dicarboxylate ClC=1C(=C(C=CC1F)N(C(=O)[C@H]1N(C(N(C1)C(=O)OC(C)(C)C)=O)C(=O)OCC1=CC=CC=C1)C)F